ClC=1C=C2[C@@H](CN(CC2=C(C1)Cl)C)C=1C=C(C=CC1)S(=O)(=O)NCCOCCC(C(=O)N)(C(C(=O)N)O)O |o1:4| 2-(2-(2-(3-((S or R)-6,8-dichloro-2-methyl-1,2,3,4-tetrahydroisoquinolin-4-yl)phenylsulfonylamino)ethoxy)ethyl)-2,3-dihydroxysuccinamide